5-(trifluoromethyl)-1,2,4-triazole FC(C1=NC=NN1)(F)F